tert-butyl 2-[4-[2-(2,2-dimethylpropanoyl)hydrazino]-7-morpholino-2-oxo-pyrido[3,2-d]pyrimidin-1-yl]acetate CC(C(=O)NNC=1C2=C(N(C(N1)=O)CC(=O)OC(C)(C)C)C=C(C=N2)N2CCOCC2)(C)C